C(C=C)(=O)OC(C)OC(C)=O α-acetoxyethyl acrylate